C(C)(C)(C)OC(NC1C2C=CC(C1C(N)=O)C2)=O (3-carbamoyl-bicyclo[2.2.1]hept-5-en-2-yl)carbamic acid tert-butyl ester